Triethyl-(dodecyl)silane C(C)[Si](CCCCCCCCCCCC)(CC)CC